(R)-N-(1-cyanopyrrolidin-3-yl)-1-isobutyl-6-(1-methyl-1H-pyrazol-4-yl)-1H-indazole-3-carboxamide C(#N)N1C[C@@H](CC1)NC(=O)C1=NN(C2=CC(=CC=C12)C=1C=NN(C1)C)CC(C)C